didecylaluminium chloride C(CCCCCCCCC)[Al](CCCCCCCCCC)Cl